2-(1-(ethylsulfonyl)-3-(4-(2-(isoxazol-4-ylamino)-5-methylpyrimidin-4-yl)-1H-pyrazol-1-yl)azetidin-3-yl)acetonitrile C(C)S(=O)(=O)N1CC(C1)(N1N=CC(=C1)C1=NC(=NC=C1C)NC=1C=NOC1)CC#N